FC=1C=C(C=C(C1O)F)C=1N=C2N(C(C1)=O)C=C(C=C2)N2CCNCC2 2-(3,5-difluoro-4-hydroxyphenyl)-7-(piperazin-1-yl)-4H-pyrido[1,2-a]pyrimidin-4-one